3-(5-(3-(4-(dimethoxymethyl)piperidin-1-yl)prop-1-yn-1-yl)-1-oxoisoindol-2-yl)piperidine-2,6-dione COC(C1CCN(CC1)CC#CC=1C=C2CN(C(C2=CC1)=O)C1C(NC(CC1)=O)=O)OC